tert-butyl-dimethyl-(4-isocyanatobenzyloxy)silane C(C)(C)(C)[Si](OCC1=CC=C(C=C1)N=C=O)(C)C